ClC1=CC=C(C=C1)C=1C=C(C=CC1)C1OCCC(NC1=O)CNCC(F)(F)F 2-[3-(4-chlorophenyl)phenyl]-5-[(2,2,2-trifluoroethyl-amino)methyl]-1,4-oxazepan-3-one